1,3-dimethyl-7-[(2-methylphenyl)methyl]-2,3,6,7-tetrahydro-1H-purine-2,6-dione CN1C(N(C=2N=CN(C2C1=O)CC1=C(C=CC=C1)C)C)=O